pyrazolopyrimidinyl-adenosine N1N=C(C2=C1C=NC=N2)[C@@]2([C@H](O)[C@H](O)[C@@H](CO)O2)N2C=NC=1C(N)=NC=NC21